BrC1=CC(=NC2=CC=C(C(=C12)C#C[Si](C(C)C)(C(C)C)C(C)C)F)N(CC1=CC=C(C=C1)OC)CC1=CC=C(C=C1)OC 4-bromo-6-fluoro-N,N-bis(4-methoxybenzyl)-5-((triisopropylsilyl)ethynyl)quinolin-2-amine